[Na+].[Na+].C(=O)([O-])CC[Si](O)(O)O.C(=O)([O-])CC[Si](O)(O)O carboxyethylsilanetriol-disodium salt